4-chloro-5-fluoroisobenzofuran ClC=1C2=COC=C2C=CC1F